OC(CCCCC)=O 4-hydroxy-ethyl-4-butanone